ClC=1C(N(C(=CC1OC([2H])([2H])C1=NC=C(C=C1F)F)C)C1=CC(=NC=C1C)N1C(C(=CC=C1)C(C)(C)NC(C)=O)=C=O)=C=O (S)-N-(2-(3''-chloro-4''-((3,5-difluoropyridin-2-yl)methoxy-d2)-5',6''-dimethyl-2,2''-dicarbonyl-2H,2''H-[1,2':4',1''-terpyridin]-3-yl)propan-2-yl)acetamide